2-(2,6-dimethylphenoxy)propan-1-ol CC1=C(OC(CO)C)C(=CC=C1)C